C(C(CCC(=O)[O-])C(=O)[O-])C(=O)[O-] butane-1,2,4-tricarboxylate